4-(4-Methyl-piperazin-1-yl)-but-2-ynoic acid [4-(3-bromo-phenylamino)-quinazolin-6-yl]-amide BrC=1C=C(C=CC1)NC1=NC=NC2=CC=C(C=C12)NC(C#CCN1CCN(CC1)C)=O